(3-((tert-butyldimethylsilyl)oxy)-6-chloro-2-methylphenyl)-2-((3-cyano-4-(1-methylpiperidin-4-yl)phenyl)amino)-4-methoxypyrimidine-5-carboxamide [Si](C)(C)(C(C)(C)C)OC=1C(=C(C(=CC1)Cl)C1=C(C(=NC(=N1)NC1=CC(=C(C=C1)C1CCN(CC1)C)C#N)OC)C(=O)N)C